ClC1=NN2C=3CCCN(C3C=NC2=C1)C1=CC=C(C=C1)[C@@H](C(F)(F)F)N(C(=O)[C@H]1C[C@H](C1)C(=O)O)C (cis)-3-{[(1S)-1-(4-{4-chloro-2,3,7,10-tetraazatricyclo[7.4.0.02,6]trideca-1(9),3,5,7-tetraen-10-yl}phenyl)-2,2,2-trifluoroethyl](methyl)carbamoyl}cyclobutane-1-carboxylic acid